ClC1=C(C(=O)NC2=NC=NN2C)C=CC(=C1C(=O)N(C)C)S(=O)(=O)C 2-Chloro-N3,N3-dimethyl-4-(methylsulfonyl)-N1-(1-methyl-1H-1,2,4-triazol-5-yl)isophthalamid